3α-acetoxy-4,4-difluoro-6α-ethyl-7α-hydroxyl-5β-cholanic acid C(C)(=O)O[C@H]1C([C@H]2[C@H]([C@H]([C@H]3[C@@H]4CC[C@H]([C@@H](CCC(=O)O)C)[C@]4(CC[C@@H]3[C@]2(CC1)C)C)O)CC)(F)F